ethyl 4-(2-furyl)-2-methylsulfanyl-6-[[3-(trifluoromethyl)phenyl]methylamino]pyrimidine-5-carboxylate O1C(=CC=C1)C1=NC(=NC(=C1C(=O)OCC)NCC1=CC(=CC=C1)C(F)(F)F)SC